2-(4-bromo-2-chloro-phenoxy)tetrahydropyran BrC1=CC(=C(OC2OCCCC2)C=C1)Cl